2-(4-cyclopropyl-2,6-dimethylphenyl)-5-(4-ethylpiperazin-1-yl)-2,6-dihydro-7H-[1,2,3]triazolo[4,5-d]pyrimidin-7-one C1(CC1)C1=CC(=C(C(=C1)C)N1N=C2C(N=C(NC2=O)N2CCN(CC2)CC)=N1)C